CC=1C=C(C=CC1)CC(=O)NN (3-methylphenyl)acethydrazide